CCCCCCCCCCCCCCCCCC(=O)OC[C@H](COP(=O)([O-])[O-])OC(=O)CCCCCCCCCCCCCCCCC The molecule is a 1-acyl-2-octadecanoyl-sn-glycerol-3-phosphate(2-) in which the 1-acyl group is also octadecanoyl; major species at pH 7.3. It is a conjugate base of a 1,2-dioctadecanoyl-sn-glycerol-3-phosphate.